NC1=NC=2C=C(C(=CC2C2=C1C=NN2C)C(=O)N2C[C@@]1(C[C@@H]1C2)C2=CC=C(C=C2)C(F)(F)F)F (4-amino-7-fluoro-1-methyl-1H-pyrazolo[4,3-c]quinolin-8-yl)((1R,5S)-1-(4-(trifluoromethyl)phenyl)-3-azabicyclo[3.1.0]hexane-3-yl)methanone